perfluoro-n-dodecyl-carboxylic acid FC(C(C(C(C(C(C(C(C(C(C(C(F)(F)F)(F)F)(F)F)(F)F)(F)F)(F)F)(F)F)(F)F)(F)F)(F)F)(F)F)(C(=O)O)F